2-allyl 7-methyl 2,6-diazaspiro[3.4]octane-2,7-dicarboxylate C1N(CC12CNC(C2)C(=O)OC)C(=O)OCC=C